COC1=CC=C(C(=O)NC=2SC=C(N2)C=2C=NC=CC2OC)C=C1 4-methoxy-N-[4-(4-methoxy-3-pyridyl)thiazol-2-yl]benzamide